O=C1NC(CCC1N1C(C2=CC=CC(=C2C1)CCCCC(=O)OCCN1N=CC(=C1)C#CC1=C(C2=C(N3C(COC2)=NN=C3C)S1)CC1=CC=CC=C1)=O)=O 2-(4-((3-benzyl-9-methyl-4H,6H-thieno[2,3-e][1,2,4]triazolo[3,4-c][1,4]oxazepin-2-yl)ethynyl)-1H-pyrazol-1-yl)ethyl 5-(2-(2,6-dioxopiperidin-3-yl)-1-oxoisoindolin-4-yl)pentanoate